(2E)-2,3-dibromo-4-[(trichloroacetyl)oxy]but-2-en-1-yl 2-methylpropanoate CC(C(=O)OC/C(=C(/COC(C(Cl)(Cl)Cl)=O)\Br)/Br)C